C(C1=CC=CC=C1)C1=NSC(=N1)N1CCN(CC1)C=1C=NN2C1C=CC(=C2)C=2C=NN(C2)C 3-Benzyl-5-(4-(6-(1-methyl-1H-pyrazol-4-yl)pyrazolo[1,5-a]pyridin-3-yl)piperazin-1-yl)-1,2,4-thiadiazole